(4-cyclopropyl-1H-imidazol-1-yl)-2-fluoro-4-methylbenzonitrile C1(CC1)C=1N=CN(C1)C=1C(=C(C#N)C=CC1C)F